CN(CCC=1C(=CC(N(C1)[C@H](C(=O)N[C@@H](CC(=O)OCC)C=1C=C(C=C(C1F)C)C1=C(C=C(C=C1OCCCC=C)C)C)CC=C)=O)C)C Ethyl (S)-3-((S)-2-(5-(2-(dimethylamino)ethyl)-4-methyl-2-oxopyridin-1(2H)-yl)pent-4-enamido)-3-(4-fluoro-2',4',5-trimethyl-6'-(pent-4-en-1-yloxy)-[1,1'-biphenyl]-3-yl)propanoate